C1(=CC=CC=C1)C1=NN=C(N1CCC(=O)NO)C1=CC=CC=C1 3-(3,5-Diphenyl-1,2,4-triazol-4-yl)propane-hydroxamic acid